tert-butyl 3-(5-[[1-(tert-butoxycarbonyl)-4,4-difluoropyrrolidin-3-yl]oxy]-6-methylpyrazin-2-yl)-7-cyanoindole-1-carboxylate C(C)(C)(C)OC(=O)N1CC(C(C1)(F)F)OC=1N=CC(=NC1C)C1=CN(C2=C(C=CC=C12)C#N)C(=O)OC(C)(C)C